(1-(5-chlorobenzo[d]oxazol-2-yl)piperidin-4-yl)methanamine 2,2,2-trifluoroacetic acid salt FC(C(=O)O)(F)F.ClC=1C=CC2=C(N=C(O2)N2CCC(CC2)CN)C1